FC(OC1=C(C[C@@H]2N(CCCCC2)C2=CC(=CC(N2)=O)N2CCOCC2)C=CC=C1)F (R)-6-(2-(2-(difluoromethoxy)benzyl)azepan-1-yl)-4-morpholinopyridin-2(1H)-one